5-cyclohexyl-pyridin-2-amine C1(CCCCC1)C=1C=CC(=NC1)N